C(OCC=1C(=NOC1C1=CC=C(C=C1)O[Si](C)(C)C(C)(C)C)C)(OC1=CC=C(C=C1)[N+](=O)[O-])=O (5-(4-((tert-butyldimethylsilyl)oxy)phenyl)-3-methylisoxazol-4-yl)methyl (4-nitrophenyl) carbonate